(R)-3-aminomethyl-tetrahydropyran hydrochloride Cl.NC[C@@H]1COCCC1